FC1(CCN(CC1)C1=NC(=CC(=N1)\C=N\S(=O)C(C)(C)C)C)F N-[(E)-[2-(4,4-difluoropiperidin-1-yl)-6-methylpyrimidin-4-yl]methylene]-2-methylpropan-2-sulfinamide